COC1=C(C(=O)N)C=C(C=N1)NC(C(=O)N1[C@H](CC[C@@H](C1)C)C=1C=CC2=C(N=C(S2)C2CC3(CN(C3)C)C2)C1)=O 2-methoxy-5-(2-((2R,5S)-5-methyl-2-(2-(2-methyl-2-Azaspiro[3.3]heptan-6-yl)benzo[d]thiazol-5-yl)piperidin-1-yl)-2-oxoacetamido)Nicotinamide